The molecule is a hydrate that is the monohydrate of the tosylate salt of edoxaban. Used for the treatment of deep vein thrombosis and pulmonary embolism. It has a role as an anticoagulant, an EC 3.4.21.6 (coagulation factor Xa) inhibitor and a platelet aggregation inhibitor. It contains an edoxaban tosylate. CC1=CC=C(C=C1)S(=O)(=O)O.CN1CCC2=C(C1)SC(=N2)C(=O)N[C@@H]3C[C@H](CC[C@@H]3NC(=O)C(=O)NC4=NC=C(C=C4)Cl)C(=O)N(C)C.O